benzenesulfonic acid Anion C1(=CC=CC=C1)S(=O)(=O)[O-]